OCCNC(C(=C)CN1C(C=2C=CC3=C(C2C1)C=C(C=C3)C3=NC=CC=C3)=O)=O N-(2-hydroxyethyl)-2-{[3-oxo-8-(pyridin-2-yl)-1H,2H,3H-benzo[e]isoindol-2-yl]methyl}prop-2-enamide